benzo[d]isoThiazole S1N=CC2=C1C=CC=C2